methyl-3-((3-cyano-4,5,6,7-tetrahydrobenzo[b]thiophen-2-yl)carbamoyl)bicyclo[1.1.1]pentane-1-carboxylate COC(=O)C12CC(C1)(C2)C(NC2=C(C1=C(S2)CCCC1)C#N)=O